CC(=O)C1=C(C=C(C=C1)OC#N)OC#N Methyl(2,4-dicyanatophenyl)keton